7-[3-(tert-butoxycarbonylamino)-7-fluoro-8-(2-triisopropylsilylethynyl)-1-naphthyl]-8-Fluoro-2-[[1-[(4-methoxyimino-1-piperidinyl)methyl]cyclopropyl]methoxy]pyrido[4,3-d]pyrimidine C(C)(C)(C)OC(=O)NC=1C=C(C2=C(C(=CC=C2C1)F)C#C[Si](C(C)C)(C(C)C)C(C)C)C1=C(C=2N=C(N=CC2C=N1)OCC1(CC1)CN1CCC(CC1)=NOC)F